C(C)C1=C2C(=CC(=CC2=CC=C1F)O)C1=C(C=2N=C(N=C(C2C=N1)N1CC2(CNC2)CCC1)OC[C@]12CCCN2C[C@@H](C1)F)F 5-Ethyl-6-fluoro-4-(8-fluoro-2-(((2R,7aS)-2-fluorotetrahydro-1H-pyrrolizin-7a(5H)-yl)methoxy)-4-(2,6-diazaspiro[3.5]nonan-6-yl)pyrido[4,3-d]pyrimidin-7-yl)naphthalen-2-ol